O1C2=C(N(CC1)C(=O)C=1C=NC=C(C1)C1=CC=CC=C1)C=CC=C2 2,3-dihydro-4H-benzo[B][1,4]oxazin-4-yl-(5-(phenyl)-pyridin-3-yl)methanone